2-[(4-formyl-pyrazol-5-yl)-thio]acetic acid C(=O)C=1C=NNC1SCC(=O)O